[K+].FC=1C=2N(C=C(C1)F)N=CC2C(=O)[O-] 4,6-difluoropyrazolo[1,5-a]pyridine-3-carboxylic acid potassium salt